N-(2-(2,6-dioxo-piperidin-3-yl)-1,3-dioxoisoindolin-5-yl)-3,4-difluorobenzene-sulfonamide O=C1NC(CCC1N1C(C2=CC=C(C=C2C1=O)NS(=O)(=O)C1=CC(=C(C=C1)F)F)=O)=O